diethyl-homoarginine C(C)N([C@@H](CCCCNC(N)=N)C(=O)O)CC